7-cyclohexylethyl-5,6,7,8-tetrahydro-1,6-naphthyridine-2-sulfonic acid C1(CCCCC1)CCC1NCC=2C=CC(=NC2C1)S(=O)(=O)O